NC(C)(C)C1=C(C=CC(=N1)NC1=CC2=C(C=N1)SC(=N2)C2=C(C=CC=C2F)F)N2CCOCC2 6-(2-Aminopropan-2-yl)-N-[2-(2,6-difluorophenyl)-[1,3]thiazolo[5,4-c]pyridin-6-yl]-5-(morpholin-4-yl)pyridin-2-amine